1,4-dibromo-2,5-dihexyloxybenzene BrC1=C(C=C(C(=C1)OCCCCCC)Br)OCCCCCC